C(C1=CC=CC=C1)OC(NC1(CCC2=C(SC(=C2)NC([C@H](C2CCCCC2)NC(=O)OC(C)(C)C)=O)C1)C(NC)=O)=O (2-((S)-2-((tert-Butoxycarbonyl)amino)-2-cyclohexylacetamido)-6-(methylcarbamoyl)-4,5,6,7-tetrahydrobenzo[b]thiophen-6-yl)carbamic acid benzyl ester